(R) or (S)-N'-((1,2,3,5,6,7-hexahydro-s-indacen-4-yl)carbamoyl)-2-methyl-1,2,3,4-tetrahydroisoquinoline-6-sulfonimidamide C1CCC2=C(C=3CCCC3C=C12)NC(=O)N=[S@](=O)(N)C=1C=C2CCN(CC2=CC1)C |o1:16|